C12(CCCC(C1)C2)N bicyclo[3.1.1]heptan-1-amine